SC1=CC=C(C=C1)SC1=CC=C(C=C1)S bis(4-mercaptophenyl)thiamethane